CN(C(=O)OC=1C=CC=C2C=NC=NC12)C 8-(dimethylcarbamoyloxy)quinazolin